N-Cyclopropyl-3-(difluoromethyl)-5-fluoro-1-methyl-N-[5-methyl-2-(trifluoromethyl)benzyl]-1H-pyrazol-4-carboxamid C1(CC1)N(C(=O)C=1C(=NN(C1F)C)C(F)F)CC1=C(C=CC(=C1)C)C(F)(F)F